C[C@]1(CN(C[C@H]1C(=O)OC)C(=O)OC(C)(C)C)C(=O)OC 1-(Tert-butyl) 3,4-dimethyl trans-3-methylpyrrolidine-1,3,4-tricarboxylate